C(C1=CC=CC=C1)OCC(=O)NC12CC(C1)(C2)NC(COC2=CC=C(C=C2)Cl)=O 2-(benzyloxy)-N-{3-[2-(4-chlorophenoxy)acetylamino]bicyclo[1.1.1]pentan-1-yl}acetamide